Methyl (E)-3-(3-(N-((4-(4-isopropylphenyl)bicyclo[2.2.2]octan-1-yl)methyl)cyclopropanecarboxamido)phenyl)acrylate C(C)(C)C1=CC=C(C=C1)C12CCC(CC1)(CC2)CN(C(=O)C2CC2)C=2C=C(C=CC2)/C=C/C(=O)OC